C(CC=C)C=1N=C(SC1)NC(C[C@]1(N(CCC2=CC(=C(C=C12)OC1=CC(=C(C=C1)C(=O)OC)OCCC=C)OC)C(=O)OC(C)(C)C)C)=O tert-butyl (R)-1-(2-((4-(but-3-en-1-yl)thiazol-2-yl)amino)-2-oxoethyl)-7-(3-(but-3-en-1-yloxy)-4-(methoxycarbonyl)phenoxy)-6-methoxy-1-methyl-3,4-dihydroisoquinoline-2(1H)-carboxylate